Phosphonic Acid Diphosphate OP(O)(=O)OP(=O)(O)O.P(O)(O)=O